potassium tetranitropropane salt [N+](=O)([O-])C(C([N+](=O)[O-])([N+](=O)[O-])[N+](=O)[O-])C.[K]